S1C2=C(C=C1)C=CC=C2N2CCN(CC2)CC[C@@H]2CC[C@H](CC2)N trans-4-[2-[4-(benzo[b]thiophen-7-yl)piperazin-1-yl]ethyl]cyclohexylamine